(methylethyl) phosphinate [PH2](OC(C)C)=O